4-(6-(4-(cyclohexanecarboxamido)thiophen-2-yl)pyrazin-2-yl)-2-methoxybenzoic acid C1(CCCCC1)C(=O)NC=1C=C(SC1)C1=CN=CC(=N1)C1=CC(=C(C(=O)O)C=C1)OC